(2S,4R)-allyl 4-(2-((1R,3R)-3-((tert-butoxycarbonyl)(methyl)amino)-4-methyl-1-(propionyloxy)pentyl)thiazole-4-carboxamido)-2-methyl-5-phenylpentanoate C(C)(C)(C)OC(=O)N([C@H](C[C@@H](OC(CC)=O)C=1SC=C(N1)C(=O)N[C@H](C[C@@H](C(=O)OCC=C)C)CC1=CC=CC=C1)C(C)C)C